CC1(OB(OC1(C)C)C=1C=NN(C1)C1CNC1)C 3-[4-(4,4,5,5-tetramethyl-1,3,2-dioxaborolan-2-yl)-1H-pyrazol-1-yl]azetidin